pyrazine-2-carboxamide dihydrochloride Cl.Cl.N1=C(C=NC=C1)C(=O)N